C(C)(C)(C)OC(=O)N(S(=O)(=O)C1=CC(=C(C=C1F)N([C@H]1CN(CC1)C(=O)OC(C)(C)C)C)Cl)C=1N=CSC1 tert-butyl (R)-3-((4-(N-(tert-butoxycarbonyl)-N-(thiazol-4-yl)sulfamoyl)-2-chloro-5-fluorophenyl)(methyl)amino)pyrrolidine-1-carboxylate